(4-chloro-2-fluoro-phenyl)-7-[(2R,4S)-2-[1-(difluoromethyl)pyrazol-4-yl]tetrahydropyran-4-yl]-2,3-dimethyl-pyrazino[1,2-a]pyrimidin-4-one ClC1=CC(=C(C=C1)C1=C(N=CC=2N1C(C(=C(N2)C)C)=O)[C@@H]2C[C@@H](OCC2)C=2C=NN(C2)C(F)F)F